3-(5-(Methylsulfonyl)pyridin-3-yl)-3-(5-(2-(5,6,7,8-tetrahydro-1,8-naphthyridin-2-yl)ethoxy)-1H-indazol-1-yl)propanoic acid CS(=O)(=O)C=1C=C(C=NC1)C(CC(=O)O)N1N=CC2=CC(=CC=C12)OCCC1=NC=2NCCCC2C=C1